ONS(=O)(=O)O hydroxyaminosulphonic acid